C(CCCCC)(=O)[O-] caproic acid anion